C(=C)N1CNCC1 3-vinylimidazoline